O=C1N(CCC(N1)=O)C1=CC=C(C=C1)NC(C1=CC=C(C=C1)CN1CCCCC1)=O N-(4-(2,4-dioxotetrahydropyrimidin-1(2H)-yl)phenyl)-4-(piperidin-1-ylmethyl)benzamide